4-[(4-[(5-[(benzyloxy)methyl]-1H-pyrazol-3-yl)amino]-6-chloropyrimidin-2-yl)amino]adamantan-1-ol C(C1=CC=CC=C1)OCC1=CC(=NN1)NC1=NC(=NC(=C1)Cl)NC1C2CC3(CC(CC1C3)C2)O